ClC=1C=CC2=C(N=C(S2)C2CC3(CC(C3)NC(=O)C3=CC(=NC=N3)C(=O)N)C2)C1 N6-[6-(5-chloro-1,3-benzothiazol-2-yl)spiro[3.3]heptan-2-yl]pyrimidine-4,6-dicarboxamide